5-[3-(4-chloro-6-oxo-pyridazin-1-yl)-2-oxo-propyl]-N,N,2-trimethyl-benzenesulfonamide ClC=1C=NN(C(C1)=O)CC(CC=1C=CC(=C(C1)S(=O)(=O)N(C)C)C)=O